1,2,3-triazolo[4,5-b]pyridinium-2-oxide [NH2+]1[N+](=NC2=NC=CC=C21)[O-]